2-methyl-1-(4-methylthio-phenyl)-2-morpholino-1-propanone CC(C(=O)C1=CC=C(C=C1)SC)(C)N1CCOCC1